2-((2-(difluoromethyl)thiazol-5-yl)methyl)-6-(2-(2,2,2-trifluoroethoxy)pyrimidin-5-yl)pyridazine-3(2H)-one FC(C=1SC(=CN1)CN1N=C(C=CC1=O)C=1C=NC(=NC1)OCC(F)(F)F)F